COC=1C=C(C=CC1OC)C=1NC2=CC=C(C=C2C1C(C)C)OCC(=O)N(C1CN2CCC1CC2)C 2-((2-(3,4-dimethoxyphenyl)-3-isopropyl-1H-indol-5-yl)oxy)-N-methyl-N-((1s,4s)-quinuclidin-3-yl)acetamide